1-(2-Methylquinolin-4-yl)ethanone CC1=NC2=CC=CC=C2C(=C1)C(C)=O